O[C@@H]1CN(CC1)C=1C=C2CC(N3C(C2=CC1C(=O)OC)=CC(C(=C3)C(=O)O)=O)C(C)C 9-((S)-3-hydroxypyrrolidin-1-yl)-6-isopropyl-10-(methoxycarbonyl)-2-oxo-6,7-dihydro-2H-pyrido[2,1-a]isoquinoline-3-carboxylic acid